N-cyclopropyl-3-oxo-N-(4-((1,2,3,4-tetrahydroisoquinolin-6-yl)carbamoyl)benzyl)-3,4-dihydro-2H-benzo[b][1,4]oxazine-7-carboxamide 2,2,2-trifluoroacetate FC(C(=O)O)(F)F.C1(CC1)N(C(=O)C=1C=CC2=C(OCC(N2)=O)C1)CC1=CC=C(C=C1)C(NC=1C=C2CCNCC2=CC1)=O